NC1=CC(=C(C=C1OC)N1CCN(CC1)C1CN(C1)C=1C=C2C(N(C(C2=CC1)=O)C1C(NC(CC1)=O)=O)=O)C=1C=NN(C1)C 5-(3-(4-(4-amino-5-methoxy-2-(1-methyl-1H-pyrazol-4-yl)phenyl)piperazin-1-yl)azetidin-1-yl)-2-(2,6-dioxopiperidin-3-yl)isoindoline-1,3-dione